ethyl (S)-2-amino-4-(3-((tert-butoxycarbonyl) amino) piperidin-1-yl)-5-fluorobenzoate NC1=C(C(=O)OCC)C=C(C(=C1)N1C[C@H](CCC1)NC(=O)OC(C)(C)C)F